2-(2,6-dimethylpyridin-4-yl)-6-fluoro-3-isopropyl-5-(1-((1-methyl-1H-1,2,4-triazol-3-yl)methyl)piperidin-4-yl)-1H-indole CC1=NC(=CC(=C1)C=1NC2=CC(=C(C=C2C1C(C)C)C1CCN(CC1)CC1=NN(C=N1)C)F)C